(E)-butyl(4-methylstyryl)sulfane C(CCC)S\C=C\C1=CC=C(C=C1)C